C(C)(C)(C)C1=CC=C(C=C1)NC1CNCCC1 N-(4-(tert-butyl)phenyl)piperidin-3-amine